2-{(4aS,5aS)-3-[(2R,6S)-2,6-Dimethylmorpholin-4-carbonyl]-4,4a,5,5a-tetrahydro-1H-cyclopropa[4,5]cyclopenta[1,2-c]pyrazol-1-yl}-1-[4-(2,3-dimethylphenyl)piperazin-1-yl]ethan-1-on C[C@@H]1CN(C[C@@H](O1)C)C(=O)C=1C2=C(N(N1)CC(=O)N1CCN(CC1)C1=C(C(=CC=C1)C)C)[C@@H]1[C@H](C2)C1